6-(3-isopropyl-5-(piperidin-4-yl)-1H-indol-2-yl)-7,8-dimethyl-[1,2,4]triazolo[1,5-b]pyridazine C(C)(C)C1=C(NC2=CC=C(C=C12)C1CCNCC1)C=1C(=C(C=2N(N1)N=CN2)C)C